FC(C1=NN(C=C1C(=O)C=1C(CC(CC1O)(C)C)=O)CC1=NC=C(C(=C1C)OC)C)F 2-(3-(Difluoromethyl)-1-((4-methoxy-3,5-dimethylpyridin-2-yl)methyl)-1H-pyrazole-4-carbonyl)-3-hydroxy-5,5-dimethylcyclohex-2-en-1-one